(2S)-2-[[(2S,5R)-2-[[(2S)-1-tert-Butoxycarbonylpyrrolidin-2-yl]methoxycarbamoyl]-3-methyl-7-oxo-1,6-diazabicyclo[3.2.1]oct-3-en-6-yl]oxy]-2-fluoroacetic acid C(C)(C)(C)OC(=O)N1[C@@H](CCC1)CONC(=O)[C@H]1N2C(N([C@H](C=C1C)C2)O[C@H](C(=O)O)F)=O